NC1CCC(CC1)NC1=NC2=C(C=C(C=C2C=N1)C=1C=CC(=NC1OC)NS(=O)(=O)C1=C(C=CC=C1)Cl)CC N-(5-(2-(((1r,4r)-4-aminocyclohexyl)amino)-8-ethylquinazolin-6-yl)-6-methoxypyridin-2-yl)-2-chlorobenzenesulfonamide